BrC1=C(C=CC=C1)C#CC1=C(C=C(C(=C1)OC)OC)Br 1-bromo-2-(2-(2-bromo-4,5-dimethoxyphenyl)ethynyl)benzene